1,4-butanediol bis-thioglycolate C(CS)(=O)OCCCCOC(CS)=O